CC1=C2C(=CC=3C=4C=C(C=CC4N(C13)C)C(=O)N)C=NC=C2 5,6-dimethyl-6H-pyrido[4,3-b]carbazole-9-carboxamide